C1(CC1)C1=C2C=CN=C(C2=CC=C1)NC(C1=CC(=CC=C1)F)=O N-(5-Cyclopropylisoquinolin-1-yl)-3-fluorobenzamide